6-((1-methyl-1H-imidazol-4-yl)methoxy)-4-(4,4,5,5-tetramethyl-1,3,2-dioxaborolan-2-yl)pyrazolo[1,5-a]pyridine-3-carbonitrile CN1C=NC(=C1)COC=1C=C(C=2N(C1)N=CC2C#N)B2OC(C(O2)(C)C)(C)C